(E)-4-(2-chlorophenyl)-2-(2-carboxybenzylidenehydrazino)thiazole ClC1=C(C=CC=C1)C=1N=C(SC1)N/N=C/C1=C(C=CC=C1)C(=O)O